O1C(CCC1)CN C-(Tetrahydrofuran-2-yl)-methylamine